ClC1=CC=C(C(=N1)C(=O)O)NC(C)C=1C=C(C=C2C(C(C(=NC12)C1=CC=C(C=C1)OC)C)=O)C 6-chloro-3-((1-(2-(4-methoxyphenyl)-3,6-dimethyl-4-oxo-3,4-dihydroquinolin-8-yl)ethyl)amino)picolinic acid